4-Chloro-2-(cyclohexylmethyl)-7-azaindole ClC1=C2C=C(NC2=NC=C1)CC1CCCCC1